2-[4-{5-chloro-2-[5-(difluoromethyl)-1,3,4-oxadiazol-2-yl]phenyl}-5-methoxy-2-oxopyridin-1(2H)-yl]butanoic acid tert-butyl ester C(C)(C)(C)OC(C(CC)N1C(C=C(C(=C1)OC)C1=C(C=CC(=C1)Cl)C=1OC(=NN1)C(F)F)=O)=O